O1CCOC=C1 dihydrodioxine